N-arachidonoyl-dopamine 2,2,2-trichloroethyl-(2-cyclobutyl-3-methyl-6,7-dihydro-5H-cyclopenta[b]pyridin-4-yl)carbamate ClC(CN(C(O)=O)C1=C2C(=NC(=C1C)C1CCC1)CCC2)(Cl)Cl.C(CCC\C=C/C\C=C/C\C=C/C\C=C/CCCCC)(=O)NCCC2=CC(O)=C(O)C=C2